FC[C@@]1(CCC=2N(C1)N=C(C2C2=C1C(=NC=C2)NN=C1)C1=NC=C(C=C1)F)C (R)-4-[6-(fluoromethyl)-2-(5-fluoro-2-pyridinyl)-6-methyl-5,7-dihydro-4H-pyrazolo[1,5-a]Pyridin-3-yl]-1H-pyrazolo[3,4-b]Pyridine